4-[(1S,3S)-2,2-dimethyl-3-(5-phenyl-1,2,4-oxadiazol-3-yl)cyclopropyl]benzenesulfonamide CC1([C@H]([C@@H]1C1=NOC(=N1)C1=CC=CC=C1)C1=CC=C(C=C1)S(=O)(=O)N)C